C(#N)C1(CCC1)NC1=CC(=C(C(=O)NC)C=C1)F 4-((1-cyanocyclobutyl)amino)-2-fluoro-N-methylbenzamide